N=1N=CC2=CN=C(CC21)N pyrazolo[4,3-c]pyridin-6-amine